[Sm+3].[O-2].[La+3].[O-2].[O-2] lanthanum oxide samarium